3,7-diethyl-3-methylnonane-4,6-dione sodium salt [Na].C(C)C(CC)(C(CC(C(CC)CC)=O)=O)C